5-(8-amino-3-((5,6-dihydro-11H-imidazo[1,2-a]pyrazolo[1,5-d][1,4]diazepin-8-yl)amino)-7-fluoroisoquinolin-6-yl)-1,6-dimethylpyrimidin-2(1H)-one NC=1C(=C(C=C2C=C(N=CC12)NC1=NN2CC=3N(CCC2=C1)C=CN3)C=3C=NC(N(C3C)C)=O)F